4-(4-(4-(1-ethylpiperidin-4-yl)piperazin-1-yl)piperidin-1-yl)-3-((4-(hexadecyloxy)phenyl)sulfonyl)-6-(trifluoromethoxy)quinoline C(C)N1CCC(CC1)N1CCN(CC1)C1CCN(CC1)C1=C(C=NC2=CC=C(C=C12)OC(F)(F)F)S(=O)(=O)C1=CC=C(C=C1)OCCCCCCCCCCCCCCCC